O=C1N(N=CC(N1)=O)[C@H]1[C@@H]([C@@H]([C@H](O1)COP(=O)(OC1=CC=CC=C1)N[C@@H](C)C(=O)OCC=1OC(=CC1)[N+](=O)[O-])O)O (5-NITROFURAN-2-YL)METHYL ((((2R,3S,4R,5R)-5-(3,5-DIOXO-4,5-DIHYDRO-1,2,4-TRIAZIN-2(3H)-YL)-3,4-DIHYDROXYTETRA-HYDROFURAN-2-YL)METHOXY)(PHENOXY)PHOSPHORYL)-L-ALANINATE